Ethyl (2S)-2-[[(2S)-2-acetamido-3-[5-[bis(2-chloroethyl)amino]-1-methyl-benzimidazol-2-yl]propanoyl]amino]-4-ethyl-pentanoate C(C)(=O)N[C@H](C(=O)N[C@H](C(=O)OCC)CC(C)CC)CC1=NC2=C(N1C)C=CC(=C2)N(CCCl)CCCl